Racemic-(3S,4R)-4-(4-chloro-N-methyl-anilino)-3-methyl-piperidine-1-carboxylic acid tert-butyl ester C(C)(C)(C)OC(=O)N1C[C@@H]([C@@H](CC1)N(C1=CC=C(C=C1)Cl)C)C |r|